3-isopropyl-5-(4-(2-((5-(4-(methyl-sulfonyl)phenyl)thiazolo[5,4-b]pyridin-2-yl)oxy)ethyl)-5,6-dihydropyridin-1(2H)-yl)-1,2,4-oxadiazol C(C)(C)C1=NOC(=N1)N1CC=C(CC1)CCOC=1SC2=NC(=CC=C2N1)C1=CC=C(C=C1)S(=O)(=O)C